[3-[(4-methoxyphenyl)methoxy]but-1-ynyl]-5-(3-tetrahydropyran-2-yloxy-cyclobutoxy)pyridine COC1=CC=C(C=C1)COC(C#CC1=NC=C(C=C1)OC1CC(C1)OC1OCCCC1)C